(R)-3-bromo-5-(2-(2,5-difluorophenyl)pyrrolidin-1-yl)pyrazolo[1,5-a]Pyrimidine BrC=1C=NN2C1N=C(C=C2)N2[C@H](CCC2)C2=C(C=CC(=C2)F)F